NC(=O)C1=CC=CC2=CN(N=C12)C1=CC=C(C=C1)NC(=O)C1=CC=[NH+]C=C1 4-[({4-[7-(aminocarbonyl)-2H-indazole-2-yl]phenyl}amino)carbonyl]pyridinium